(dimethyl-(3-(3-(2-sulfonatoethyl)ureido)propyl)silyl)silane C[Si](CCCNC(=O)NCCS(=O)(=O)[O-])(C)[SiH3]